N-(bis(3-(tripropylsilyl)phenyl)phosphaneyl)-N-(2,3-dihydro-1H-inden-2-yl)-1,1-bis(4-(tributylsilyl)phenyl)phosphanamine C(CC)[Si](C=1C=C(C=CC1)P(N(P(C1=CC=C(C=C1)[Si](CCCC)(CCCC)CCCC)C1=CC=C(C=C1)[Si](CCCC)(CCCC)CCCC)C1CC2=CC=CC=C2C1)C1=CC(=CC=C1)[Si](CCC)(CCC)CCC)(CCC)CCC